Endo-3-((4-hydroxypyrido[3,2-d]pyrimidin-6-yl)oxy)-8-azabicyclo[3.2.1]octane-8-carboxylic acid tert-butyl ester C(C)(C)(C)OC(=O)N1C2CC(CC1CC2)OC=2C=CC=1N=CN=C(C1N2)O